2,6-di-tert-butyl-N,N-dimethylamino-p-cresol C(C)(C)(C)C1=C(C(=CC(=C1O)C(C)(C)C)C)N(C)C